2-amino-2-[2-(2,2,2-trifluoroethoxy)pyridin-4-yl]ethanol hydrochloride Cl.NC(CO)C1=CC(=NC=C1)OCC(F)(F)F